NC1=NC=CC=2N1C(=NC2C2CN(CCC2)CC#CC)C2=C(C=C(OC=1C=C(C(=O)O)C=CN1)C=C2)Cl 2-(4-(5-amino-1-(1-(but-2-ynyl)piperidin-3-yl)imidazo[1,5-c]pyrimidin-3-yl)-3-chlorophenoxy)isonicotinic acid